rac-methyl (R)-3-(((2S,3R)-3-(3,3-difluorobutyl)-2-fluoro-5-(4-fluorophenyl)-1,1-dioxido-7-(trifluoromethyl)-2,3,4,5-tetrahydrobenzo[b][1,4]thiazepin-8-yl)oxy)-2-methylpropanoate FC(CC[C@@H]1CN(C2=C(S([C@@H]1F)(=O)=O)C=C(C(=C2)C(F)(F)F)OC[C@H](C(=O)OC)C)C2=CC=C(C=C2)F)(C)F |r|